1-vinylbenzocyclobutene C(=C)C1CC=2C1=CC=CC2